6-Methoxy-N-((4-methyl-5-(trifluoromethyl)-4H-1,2,4-triazol-3-yl)methyl)pyridin-3-amine COC1=CC=C(C=N1)NCC1=NN=C(N1C)C(F)(F)F